FC=1C=C(C=CC1N1CCC(CC1)OC)NC(CC1=CC=C(C=C1)C1=CC=2N(C=C1)N=CN2)=O N-[3-Fluoro-4-(4-methoxypiperidin-1-yl)phenyl]-2-[4-([1,2,4]triazolo[1,5-a]pyridin-7-yl)phenyl]acetamide